NC1(C(C=C(C=C1)N)N)S(=O)(=O)O 1,2,4-triaminobenzenesulfonic acid